O=CC[C@@H](CSC1=CC=CC=C1)NC(OCC1C2=CC=CC=C2C=2C=CC=CC12)=O (9H-fluoren-9-yl)methyl (S)-(4-oxo-1-(phenylthio)butan-2-yl)carbamate